C(C1=CC=CC=C1)OC1=C(C(=C2C=CC(=CC2=C1)NC(CC1=CC=C(C=C1)C1=CC2=C(N(C(N2C)=O)C2C(NC(CC2)=O)=O)C=C1)=O)F)N1S(NC(C1)=O)(=O)=O N-[7-benzyloxy-5-fluoro-6-(1,1,4-trioxo-1,2,5-thiadiazolidin-2-yl)-2-naphthyl]-2-[4-[1-(2,6-dioxo-3-piperidyl)-3-methyl-2-oxo-benzimidazol-5-yl]phenyl]acetamide